BrC1=CC(=C(C=C1F)S(=O)(=O)N1CCC(CC1)CNC(CCl)=O)F N-((1-((4-Bromo-2,5-difluorophenyl)sulfonyl)piperidin-4-yl)methyl)-2-chloroacetamide